CS(=O)C1=C2C=CC(=CC2=CC=C1)O 5-(methylsulfinyl)naphthalen-2-ol